7-fluoro-benzo[b]Thiophene-2-carboxylic acid ethyl ester C(C)OC(=O)C1=CC2=C(S1)C(=CC=C2)F